CS(=O)(=O)N[C@@H]1[C@@H](N(CCC1)C(=O)OC)CO[C@@H]1CC[C@@H](CC1)C1=C(C(=CC=C1F)F)F methyl (2R,3S)-3-((methylsulfonyl)amino)-2-(((cis-4-(2,3,6-trifluorophenyl)cyclohexyl)oxy)-methyl)piperidine-1-carboxylate